O1C(CCCC1)OC1OCCCC1 tetrahydropyranylether